Potassium Ammonium Phosphate P(=O)([O-])([O-])O.[NH4+].[K+]